C(C)(CC)[Al] secondary butyl-aluminum